Epoxy-Melamin N1=C2NONC(=N2)N=C1N